divinyltetrahydro-pyrimidin-2(1H)-one C(=C)N1C(N(CCC1)C=C)=O